Allyl 5-((diethoxyphosphoryl)difluoromethyl)benzo[b]thiophene-2-carboxylate C(C)OP(=O)(OCC)C(C1=CC2=C(SC(=C2)C(=O)OCC=C)C=C1)(F)F